tert-Butyl((S)-2-(4-(1-((R)-2-cyano-1-cyclopentylethyl)-1H-pyrazol-4-yl)-7H-pyrrolo[2,3-d]pyrimidin-7-yl)-2-oxo-1-phenylethyl)carbamate C(C)(C)(C)OC(N[C@H](C(=O)N1C=CC2=C1N=CN=C2C=2C=NN(C2)[C@H](CC#N)C2CCCC2)C2=CC=CC=C2)=O